FC(C=1C=C(C=CC1)C1=CC=CC2=C1N=C(O2)S)(F)F (3-(trifluoromethyl)phenyl)benzo[d]oxazole-2-thiol